(R)-2-(4-(trifluoromethyl)phenyl)pyrrolidine hydrochloride Cl.FC(C1=CC=C(C=C1)[C@@H]1NCCC1)(F)F